tert-butyl 2-(5-methoxy-2-oxobenzo[d]oxazol-3(2H)-yl)acetate COC=1C=CC2=C(N(C(O2)=O)CC(=O)OC(C)(C)C)C1